1-(3-methoxy-2',6'-dimethyl-[1,1'-biphenyl]-4-yl)-1H-benzo[d]imidazole COC=1C=C(C=CC1N1C=NC2=C1C=CC=C2)C2=C(C=CC=C2C)C